C1(CCCC1)N1N=C(C=C1C1=C(C=CC=C1)C(F)(F)F)C(=O)N[C@H](CC1=NN=NN1)CCN1CC2C(C2C1)(F)F 1-cyclopentyl-N-[(2S)-4-{6,6-difluoro-3-azabicyclo[3.1.0]hexan-3-yl}-1-(1H-1,2,3,4-tetrazol-5-yl)butan-2-yl]-5-[2-(trifluoromethyl)phenyl]-1H-pyrazole-3-carboxamide